C12C(C3CC(CC(C1)C3)C2)C(CC#N)=O 3-(adamantan-2-yl)-3-oxopropanenitrile